3-(2-(difluoromethoxy)pyridin-3-yl)-1-methyl-4,5,6,7-tetrahydro-1H-pyrazolo[4,3-c]pyridine FC(OC1=NC=CC=C1C1=NN(C2=C1CNCC2)C)F